ClC=1C(=C(C=CC1F)[C@@H](N[S@](=O)C(C)(C)C)[C@@H]1C[C@@H](C1)C(F)(F)F)F (R)-N-((S)-(3-chloro-2,4-difluorophenyl)(cis-3-(trifluoromethyl)cyclobutyl)methyl)-2-methylpropane-2-sulfinamide